4,6-dichloro-5-amino-2-propylthiopyrimidine ClC1=NC(=NC(=C1N)Cl)SCCC